C(C=C)N1C(=NC2=C1C(=CC=C2)C)C2=CC=CC=C2 1-allyl-7-methyl-2-phenyl-1H-benzo[d]imidazole